CN(CCNC(OC(C)(C)C)=O)CC\C=C\B1OC(C(O1)(C)C)(C)C tert-Butyl N-[2-[methyl-[(E)-4-(4,4,5,5-tetramethyl-1,3,2-dioxaborolan-2-yl)but-3-enyl]amino]ethyl]carbamate